(R)-1-methoxypropane-2-ylchloroformate COC[C@@H](C)OC(=O)Cl